C1(=CC=C(C=C1)C(=O)OCC(CCCCCCCCCCCC)(C)CCCCCCCCCC)C1=CC=CC=C1 2-decyl-2-methyltetradecyl [1,1'-biphenyl]-4-carboxylate